1,5-methylene diisocyanate C(N=C=O)N=C=O